3-(7-(diethylamino)-2-oxo-2H-chromen-4-yl)propyl (pyridin-4-ylmethyl)carbamate N1=CC=C(C=C1)CNC(OCCCC1=CC(OC2=CC(=CC=C12)N(CC)CC)=O)=O